FC(COC=1C=C(C=C2C=C(N(C12)C(=O)OC(C)(C)C)CN1C(C(=CC=C1)NC([C@H](CC\C=C\C(=O)N(C)C)NC(=O)OC)=O)=O)F)F (S,E)-tert-butyl 7-(2,2-difluoroethoxy)-2-((3-(7-(dimethylamino)-2-((methoxycarbonyl)amino)-7-oxohept-5-enamido)-2-oxopyridin-1(2H)-yl)methyl)-5-fluoro-1H-indole-1-carboxylate